C(C)OP(=O)(OCC)C(C(=O)OC(C)(C)C)CC1=NC(=NO1)C1(CC1)C1=CC=C(C=C1)OC tert-butyl 2-(diethoxyphosphoryl)-3-(3-(1-(4-methoxyphenyl)cyclopropyl)-1,2,4-oxadiazol-5-yl)propanoate